(R)-1-(5-Fluoropyridin-3-yl)-2-((4-methyl-1-(methylsulfonyl)piperidin-4-yl)amino)ethan-1-ol dihydrochloride Cl.Cl.FC=1C=C(C=NC1)[C@H](CNC1(CCN(CC1)S(=O)(=O)C)C)O